(S)-2-chloro-5-fluoro-6-((1-methyl-2-oxo-3-((2-oxooxazolidin-4-yl)methyl)-2,3-dihydro-1H-benzo[d]imidazol-5-yl)amino)nicotinonitrile ClC1=C(C#N)C=C(C(=N1)NC1=CC2=C(N(C(N2C[C@@H]2NC(OC2)=O)=O)C)C=C1)F